1-(3-(6-(4-(2-amino-3-nitropyridin-4-yl)-1H-pyrazol-1-yl)pyridin-3-yl)-4,4,4-trifluorobutyl)-3-cyclopropylurea NC1=NC=CC(=C1[N+](=O)[O-])C=1C=NN(C1)C1=CC=C(C=N1)C(CCNC(=O)NC1CC1)C(F)(F)F